(1-(tetrahydro-2H-pyran-2-yl)-1H-pyrazol-5-yl)-1-((2-(trimethylsilyl)ethoxy)methyl)-1H-benzo[d]imidazole O1C(CCCC1)N1N=CC=C1C1=NC2=C(N1COCC[Si](C)(C)C)C=CC=C2